C(C1=CC=CC=C1)O[C@@H]([C@@H](C(=O)NC)NC(=O)[C@@H]1CN(CC12CN(C2)C(=O)[C@@H]2C(C2)(C)C)C(=O)C2CNCC2)C (8S)-N-((2S,3R)-3-(benzyloxy)-1-(methylamino)-1-oxobutan-2-yl)-2-((S)-2,2-dimethylcyclopropane-1-carbonyl)-6-(pyrrolidine-3-carbonyl)-2,6-diazaspiro[3.4]octane-8-carboxamide